4-(1-((3,3-difluorocyclobutyl)methyl)-4-methyl-3-(perfluoroethyl)-1H-pyrazole-5-carboxamido)picolinamide FC1(CC(C1)CN1N=C(C(=C1C(=O)NC1=CC(=NC=C1)C(=O)N)C)C(C(F)(F)F)(F)F)F